N-(5-chloro-4-((4-chlorophenyl)(cyano)methyl)-2-methylphenyl)-2-methoxybenzamide ClC=1C(=CC(=C(C1)NC(C1=C(C=CC=C1)OC)=O)C)C(C#N)C1=CC=C(C=C1)Cl